Cobalt-cerium [Ce].[Co]